FC1(CCC(N(C1)C1=NC=CC(=C1[N+](=O)[O-])C)=O)F 5,5-difluoro-1-(4-methyl-3-nitropyridin-2-yl)piperidin-2-one